FC=1C(=C(C=C(C1)C(F)(F)F)C(C(=O)O)N1C[C@@H](CC1)N(CCCCCC1=NC=2NCCCC2C=C1)C)OC 2-(3-fluoro-2-methoxy-5-(trifluoromethyl)phenyl)-2-((R)-3-(methyl(5-(5,6,7,8-tetrahydro-1,8-naphthyridin-2-yl)pentyl)amino)pyrrolidin-1-yl)acetic acid